N1N=CC2=C1SC(=C2)C(=O)N 1H-thieno[2,3-c]pyrazole-5-carboxamide